CC1(C2CC3=C(N(N=C3C1C2)C2=CC=CC=C2)C2=C(C=CC(=C2)O)C2=CC=CC=C2)C (6,6-dimethyl-2-phenyl-4,5,6,7-tetrahydro-2H-5,7-methanoindazol-3-yl)-[1,1'-biphenyl]-4-ol